C(#N)C1=C2C(=NC=C1C1=C(C(=CC=C1C)O)C)NC(=C2)C=2C=NC(=NC2)C(=O)N (R)-5-(4-cyano-5-(3-hydroxy-2,6-dimethylphenyl)-1H-pyrrolo[2,3-b]pyridin-2-yl)pyrimidine-2-carboxamide